2-(methylsulfanyl)-5-nitropyrimidine CSC1=NC=C(C=N1)[N+](=O)[O-]